CN1C=NC2=C1C=CC(=C2)C(=O)N 1-methyl-1H-benzo[d]imidazole-5-carboxamide